(S)-N-(1-(6-(5-chloro-2-(trifluoromethyl)pyridin-3-yl)-1-cyclobutyl-5-fluoro-1H-pyrrolo[2,3-b]pyridin-3-yl)-2,2-difluoroethyl)cyclopropanesulfonamide ClC=1C=C(C(=NC1)C(F)(F)F)C1=C(C=C2C(=N1)N(C=C2[C@@H](C(F)F)NS(=O)(=O)C2CC2)C2CCC2)F